4-(tert-butyl)-N-(4-(cyclopentylaminoformyl)-3-fluoro-5-(2H-tetrazol-5-yl)phenyl)piperidine-1-carboxamide C(C)(C)(C)C1CCN(CC1)C(=O)NC1=CC(=C(C(=C1)C=1N=NNN1)C(=O)NC1CCCC1)F